(4R)-N-((R)-(4-chloro-2,5-difluorophenyl)(cyclopropyl)methyl)-4-hydroxy-1-((5-(trifluoromethyl)-3-pyridinyl)carbonyl)-D-prolinamide ClC1=CC(=C(C=C1F)[C@H](NC([C@@H]1N(C[C@@H](C1)O)C(=O)C=1C=NC=C(C1)C(F)(F)F)=O)C1CC1)F